6-morpholino-N-[(3R)-1-(1H-pyrazol-4-yl)-3-piperidyl]pyrimidin-4-amine O1CCN(CC1)C1=CC(=NC=N1)N[C@H]1CN(CCC1)C=1C=NNC1